FC1=C(C(=CC=C1)F)C=1C=CC(=NC1)CN(C(OC(C)(C)C)=O)[C@@H]1COCC[C@H]1OC tert-butyl ((5-(2,6-difluorophenyl)pyridin-2-yl)methyl)((3R,4R)-4-methoxytetrahydro-2H-pyran-3-yl)carbamate